3-(3-benzyl-1-(4-chlorophenyl)-2,5-dioxoimidazolin-4-yl)-N-hydroxypropionamide C(C1=CC=CC=C1)N1C(N(C(C1CCC(=O)NO)=O)C1=CC=C(C=C1)Cl)=O